Cl.ClC1=CC=C(C[C@@H]2CC[C@@H](N2)[C@H](O)C2=CC(=CC=C2)F)C=C1 (R)-((2R,5S)-5-(4-Chlorobenzyl)pyrrolidin-2-yl)(3-fluorophenyl)methanol hydrochloride